5-((4-(3-cyclopropyl-4-(quinoxalin-2-yl)-1H-pyrazol-1-yl)butyl)amino)-2-(2,6-dioxopiperidin-3-yl)isoindoline-1,3-dione C1(CC1)C1=NN(C=C1C1=NC2=CC=CC=C2N=C1)CCCCNC=1C=C2C(N(C(C2=CC1)=O)C1C(NC(CC1)=O)=O)=O